4-bromo-3,6-dimethyl-1-(tetrahydro-2H-pyran-2-yl)-5-(trifluoromethyl)-1H-indazole BrC1=C2C(=NN(C2=CC(=C1C(F)(F)F)C)C1OCCCC1)C